3,7-dimethyl-8-(methylthio)-1-phenethyl-1H-purine-2,6(3H,7H)-dione CN1C(N(C(C=2N(C(=NC12)SC)C)=O)CCC1=CC=CC=C1)=O